FC(C(=O)[O-])(C(F)(F)F)C(F)(F)F.[Na+] sodium perfluoroisobutyrate